CCCCCCC(CCCC)COS(=O)(=O)[O-] The molecule is an organosulfate oxoanion that is the conjugate base of 2-butyloctyl hydrogen sulfate, obtained by deprotonation of the sulfate group. Major microspecies at pH 7.3. It is a conjugate base of a 2-butyloctyl hydrogen sulfate.